BrC=1C=C(C=CC1)C1=NN=C(O1)NC(C1=CC=C(C=C1)C(F)(F)F)=O N-(5-(3-bromophenyl)-1,3,4-oxadiazol-2-yl)-4-(trifluoromethyl)benzamide